tert-butyl (4-(2-amino-3,5-dicyano-6-((pyridin-3-yl-methyl)thio)pyridin-4-yl)phenyl)(2-methoxyethyl)carbamate NC1=NC(=C(C(=C1C#N)C1=CC=C(C=C1)N(C(OC(C)(C)C)=O)CCOC)C#N)SCC=1C=NC=CC1